C(CCC)N(CC(C)(C)N[Si](C)(C)C)CCCC (2-dibutylamino-1,1-dimethylethyl)(trimethylsilyl)amine